N-((1-methylpyrrolidin-3-yl)methyl)-5-phenyl-7-(piperidin-1-yl)pyrazolo[1,5-a]pyrimidine-2-carboxamide CN1CC(CC1)CNC(=O)C1=NN2C(N=C(C=C2N2CCCCC2)C2=CC=CC=C2)=C1